2-((Cyclohexyl-(ethyl)amino)methyl)-4-nitrophenol C1(CCCCC1)N(CC)CC1=C(C=CC(=C1)[N+](=O)[O-])O